1-(2-(5-(4-methoxy-2-methylphenyl)-1H-imidazol-2-yl)piperidin-1-yl)-2-(methyl-thio)propan-1-one COC1=CC(=C(C=C1)C1=CN=C(N1)C1N(CCCC1)C(C(C)SC)=O)C